BrC1=CC=C(C(=N1)OCC1=C(C=C(C=C1)C#N)F)F 4-(((6-bromo-3-fluoro-pyridin-2-yl)oxy)methyl)-3-fluorocyanobenzene